2-isopropyl-N-[(ethoxycarbonyl)methyl]-5-methylcyclohexanecarboxamide C(C)(C)C1C(CC(CC1)C)C(=O)NCC(=O)OCC